4-((5-(3-(1-Methyl-1H-indazol-6-yl)-1,4-dihydrothieno[2',3':4,5]cyclopenta[1,2-c]pyrazol-6-yl)thiophen-2-yl)methyl)morpholine CN1N=CC2=CC=C(C=C12)C=1C2=C(NN1)C1=C(C2)SC(=C1)C1=CC=C(S1)CN1CCOCC1